ClCC=1C=CC(=C(C#N)C1)C(C)C 5-(chloromethyl)-2-isopropylbenzonitrile